2-(4-acetyl-1,4-diazepan-1-yl)-N-(1-cyanopyrrolidin-3-yl)isonicotinamide C(C)(=O)N1CCN(CCC1)C=1C=C(C(=O)NC2CN(CC2)C#N)C=CN1